ON1C(C(CCC1)P(OCCCOCCCCCCCCCCCCCCCC)(O)=O)=O 3-(hexadecyloxy)propyl hydrogen (1-hydroxy-2-oxopiperidin-3-yl)phosphonate